CP(=O)(C)C1=C(C=CC(=C1)C1=NC=CC=C1)NC1=NC(=NC=C1C(F)(F)F)NC1=CC=C(C(=O)NOC)C=C1 4-((4-((2-(dimethylphosphoryl)-4-(pyridin-2-yl)phenyl)amino)-5-(trifluoromethyl)pyrimidin-2-yl)amino)-N-methoxybenzamide